alpha-bromo-R-ethyl ketone Br[C@H](C)C(=O)[C@@H](C)Br